ClC1=C(C(=NC(=N1)SC)NC1=CC=CC=C1)[N+](=O)[O-] 6-chloro-2-methylsulfanyl-5-nitro-N-phenyl-pyrimidin-4-amine